1-Ethyl (S)-2-(5-(N-(14-azido-3,6,9,12-tetraoxatetradecyl)-1-(isoquinolin-4-yl) piperidine-3-carboxamido)-2-oxopyridin-1(2H)-yl)acetate N(=[N+]=[N-])CCOCCOCCOCCOCCN(C(=O)[C@@H]1CN(CCC1)C1=CN=CC2=CC=CC=C12)C=1C=CC(N(C1)CC(=O)OCC)=O